C1(=CC=CC=C1)COCC(C#C)O 1-(phenylmethyl-oxy)but-3-yn-2-ol